Pyrimido[4,5-d]Azepine-6(7H)-thione N1=CN=CC2=C1C=CNC(C2)=S